(R)-N-(cyclohexylmethyl)-2-(1-methyl-2-oxo-2,3-dihydro-1H-pyrido[2,3-b][1,4]thiazin-3-yl)acetamide C1(CCCCC1)CNC(C[C@@H]1C(N(C2=C(S1)N=CC=C2)C)=O)=O